tert-butyl (S)-6,7-dichloro-8-methoxy-1-methyl-4-(((trifluoromethyl)sulfonyl)oxy)-1,3-dihydro-2H-pyrrolo[3,4-c]quinoline-2-carboxylate ClC1=C(C(=CC=2C3=C(C(=NC12)OS(=O)(=O)C(F)(F)F)CN([C@H]3C)C(=O)OC(C)(C)C)OC)Cl